S1C(=NC2=C1C=CC=C2)C([C@@H](C[C@H]2C(NCC2)=O)NC(=O)[C@H]2N(CC1(CC1)C2)C(=O)[C@@H]2OCCC2)=O (6S)-N-{(2R)-1-(1,3-benzothiazol-2-yl)-1-oxo-3-[(3S)-2-oxopyrrolidin-3-yl]propan-2-yl}-5-[(2R)-tetrahydrofuran-2-ylcarbonyl]-5-azaspiro[2.4]heptane-6-carboxamide